Cl.Cl.C12CNCC(CC1)N2C2=CC=C(C#N)C=C2 4-(3,8-diazabicyclo[3.2.1]octan-8-yl)benzonitrile bishydrochloride